4-((4-(3,5-difluorophenyl)-1-(4-(trifluoromethyl)benzyl)-1H-indole-7-carboxamido)methyl)benzoic acid FC=1C=C(C=C(C1)F)C1=C2C=CN(C2=C(C=C1)C(=O)NCC1=CC=C(C(=O)O)C=C1)CC1=CC=C(C=C1)C(F)(F)F